C1CCC12CC(C2)C(=O)O spiro[3.3]heptane-6-carboxylic acid